N-(3-(5-fluoropyrimidin-2-yl)-4-(trifluoromethyl)phenyl)-2-azaadamantane-2-carboxamide FC=1C=NC(=NC1)C=1C=C(C=CC1C(F)(F)F)NC(=O)N1C2CC3CC(CC1C3)C2